tetramethyl hexamethylenediamine triflate OS(=O)(=O)C(F)(F)F.CN(CCCCCCN(C)C)C